Glycine potassium sulfate S(=O)(=O)([O-])[O-].[K+].NCC(=O)O.[K+]